[1,1':4',1''-terphenyl]-4-nitrile C1(=CC=C(C=C1)C#N)C1=CC=C(C=C1)C1=CC=CC=C1